ClC1=C(C=C(C=C1)Cl)C1=CC=C(C=C1)Cl 2,4',5-trichlorobiphenyl